C(C=C)(=O)N1[C@H](CN(CC1)C=1C2=C(N=C(N1)OC[C@H]1N(CCC1)C)C=C(C=N2)C2=CC=CC1=CC=CC(=C21)Cl)CC#N 2-((s)-1-acryloyl-4-(7-(8-chloronaphthalen-1-yl)-2-(((s)-1-methylpyrrolidin-2-yl)methoxy)pyrido[3,2-d]pyrimidin-4-yl)piperazin-2-yl)acetonitrile